N-[(2-Amino-3-pyridyl)sulfonyl]-6-[2-methyl-5-(trifluoromethyl)pyrazol-3-yl]-2-[(4S)-2,2,4-trimethylpyrrolidin-1-yl]pyridin-3-carboxamid NC1=NC=CC=C1S(=O)(=O)NC(=O)C=1C(=NC(=CC1)C=1N(N=C(C1)C(F)(F)F)C)N1C(C[C@@H](C1)C)(C)C